(S)-3-(2-((2-chloro-3-(3'-chloro-6-methoxy-5-((((5-oxopyrrolidin-2-yl)methyl)amino)methyl)-[2,4'-bipyridin]-2'-yl)phenyl)carbamoyl)thiazol-5-yl)propanoic acid ClC1=C(C=CC=C1C1=NC=CC(=C1Cl)C1=NC(=C(C=C1)CNC[C@H]1NC(CC1)=O)OC)NC(=O)C=1SC(=CN1)CCC(=O)O